C(O[C@H](C)CC)(OC1=CC=C(C=C1)[N+](=O)[O-])=O (R)-sec-butyl (4-nitrophenyl) carbonate